FC1=CC=C(C=C1)N1CCN(CC1)CC[C@@H]1OC(C2(C1)CCN(CC2)S(=O)(=O)C)=O (R)-3-(2-(4-(4-fluorophenyl)piperazin-1-yl)ethyl)-8-(methylsulfonyl)-2-oxa-8-azaspiro[4.5]decan-1-one